1-(Tert-butyl)-N-(2,5-difluoro-4-methyl-3-(8-morpholinoimidazo[1,2-a]pyridin-6-yl)phenyl)-5-fluoro-1H-pyrazole-4-carboxamide C(C)(C)(C)N1N=CC(=C1F)C(=O)NC1=C(C(=C(C(=C1)F)C)C=1C=C(C=2N(C1)C=CN2)N2CCOCC2)F